2-fluoro-N-(1-((4-fluorophenyl)sulfonyl)-1,2,3,4-tetrahydroquinolin-7-yl)benzenesulfonamide FC1=C(C=CC=C1)S(=O)(=O)NC1=CC=C2CCCN(C2=C1)S(=O)(=O)C1=CC=C(C=C1)F